2-allyl-1-(6-(2-hydroxy-prop-2-yl)pyridin-2-yl)-6-((1,2,3,4-tetrahydroisoquinolin-6-yl)Amino)-1,2-dihydro-3H-pyrazolo[3,4-d]Pyrimidin-3-one hydrochloride Cl.C(C=C)N1N(C2=NC(=NC=C2C1=O)NC=1C=C2CCNCC2=CC1)C1=NC(=CC=C1)C(C)(C)O